PHENYL-METHANEsulfonyl fluoride C1(=CC=CC=C1)CS(=O)(=O)F